ClC=1C(=NC(=NC1)NC1=C(C=C(C=C1)N1CCCCC1)OC)NC1=C(C=CC=C1)P(=O)(C)C 1-(4-((5-chloro-4-((2-(dimethylphosphoryl)phenyl)amino)pyrimidin-2-yl)amino)-3-methoxyphenyl)piperidine